1-isocyanato-3,3,5-tri-methyl-5-isocyanatomethyl-cyclohexane N(=C=O)C1CC(CC(C1)(CN=C=O)C)(C)C